6-((4-(1-(1-(4-(octadecyloxy)benzyl)-1H-1,2,3-triazol-4-yl)-2,5,8,11,14,17,20,23-octaoxapentacosan-25-yl)piperazin-1-yl)methyl)picolinaldehyde C(CCCCCCCCCCCCCCCCC)OC1=CC=C(CN2N=NC(=C2)COCCOCCOCCOCCOCCOCCOCCOCCN2CCN(CC2)CC2=CC=CC(=N2)C=O)C=C1